OCCCCCOS(=O)(=O)C1=CC=C(C=C1)C 4-methylbenzenesulfonic acid (5-hydroxypentyl) ester